4,7,8,9,10,10a-Hexahydro-5H-thieno[2',3':3,4]pyrido[1,2-a]pyrazine-2,3-d2 S1C(=C(C2=C1C1N(CCNC1)CC2)[2H])[2H]